C(C)(C)OC(=O)C=1C(=NC=NC1)C1=CN(C2=CC=CC=C12)C 4-(1-methyl-1H-indol-3-yl)pyrimidine-5-carboxylic acid isopropyl ester